FC1=C(COC2=C3C(=NC=C2C(=N)N)N(N=C3C)C3=CC=CC=C3)C=CC=C1 (2-fluorobenzyloxy)-3-methyl-1-phenyl-1H-pyrazolo[3,4-b]pyridine-5-formamidine